[2-(4-cyclopropyl-6-methoxy-pyrimidin-5-yl)-6-[[6-[1-cyclopropyl-4-(trifluoromethyl)imidazol-2-yl]-5-fluoro-3-pyridyl]methoxy]pyrimidin-4-yl]methanol C1(CC1)C1=NC=NC(=C1C1=NC(=CC(=N1)CO)OCC=1C=NC(=C(C1)F)C=1N(C=C(N1)C(F)(F)F)C1CC1)OC